COC1=C(C(=NC(=N1)C1=NC=CC(=C1)SC)NC1=CC=C(C=C1)C)C(F)(F)F 6-methoxy-N-(4-methylphenyl)-5-(trifluoromethyl)-2-(4-methylsulfanyl-2-pyridinyl)-4-pyrimidinamine